1-((1-acryloyl-3-fluoro-azetidin-3-yl)methyl)-7-chloro-4-(2,6-diisopropylphenyl)-6-(2-fluorophenyl)-1,4-dihydropyrido[2,3-b]pyrazine-2,3-dione C(C=C)(=O)N1CC(C1)(F)CN1C2=C(N(C(C1=O)=O)C1=C(C=CC=C1C(C)C)C(C)C)N=C(C(=C2)Cl)C2=C(C=CC=C2)F